benzyl 2-(3,8-diazabicyclo[3.2.1]oct-8-yl)-7,8-dihydro-1,6-naphthyridine-6(5H)-carboxylate C12CNCC(CC1)N2C2=NC=1CCN(CC1C=C2)C(=O)OCC2=CC=CC=C2